2-(chloromethyl)-5-(3-trifluoromethoxyphenyl)-1,3-oxazole ClCC=1OC(=CN1)C1=CC(=CC=C1)OC(F)(F)F